C(#N)C=1C=NN2C1C(=CC(=C2)C=2C=NN(C2C)C2CN(C2)C2CC(N(C2)C#N)(C)C)OC 4-[3-(4-[3-cyano-4-methoxypyrazolo[1,5-a]pyridin-6-yl]-5-methylpyrazol-1-yl)azetidin-1-yl]-2,2-dimethylpyrrolidine-1-carbonitrile